N[C@H](C(=O)OC)C(C1CC1)C1CC1 methyl (2S)-2-amino-3,3-dicyclopropyl-propanoate